FC1=CC=C(C=C1)C=1N=C(NC1C1=CC=NC=C1)C1=CC=C(C=C1)S(=O)C 4-(4-Fluorophenyl)-2-(4-methylsulfinylphenyl)-5-(4-pyridyl)-1H-imidazole